4-acetoxy-aminobenzene C(C)(=O)OC1=CC=C(C=C1)N